4,5-dicyano-2-trifluoromethylimidazole lithium salt [Li].C(#N)C=1N=C(NC1C#N)C(F)(F)F